2-(methylsulfanyl)pyrimidine-5-carbaldehyde CSC1=NC=C(C=N1)C=O